N-[[4-(2,2-dicyano-1-methoxy-vinyl)phenyl]methyl]-5-fluoro-2-meth-oxy-benzamide C(#N)C(=C(OC)C1=CC=C(C=C1)CNC(C1=C(C=CC(=C1)F)OC)=O)C#N